BrC=1C(=CC2=C(NC(C(CS2)(C(C)C)CC)=O)C1)OC 7-bromo-3-ethyl-3-isopropyl-8-methoxy-2,3-dihydro-1,5-benzothiazepin-4(5H)-one